OC1(CCN(CC1)C=1SC2=C(N1)C=CC(=C2)C(=O)O)C2=CC=CC=C2 2-(4-hydroxy-4-phenylpiperidin-1-yl)benzo[d]thiazole-6-carboxylic acid